N[C@H]1CS(C2=C(N(C1=O)CC1=CC=C(C=C1)Cl)C=C(C(=C2)F)C=2N=NC=C(N2)C21CNCC(C2)C1)(=O)=O (3R)-3-amino-7-[5-(3-azabicyclo[3.1.1]heptan-1-yl)-1,2,4-triazin-3-yl]-5-[(4-chlorophenyl)methyl]-8-fluoro-1,1-dioxo-2,3-dihydro-1λ6,5-benzothiazepin-4-one